N-[(3R,5S)-5-methyl-1-(8-methyl-[1,7]naphthyridin-5-yl)-piperidin-3-yl]-succinamic acid C[C@H]1C[C@H](CN(C1)C1=C2C=CC=NC2=C(N=C1)C)NC(CCC(=O)O)=O